[Ir+3].F[P-](F)(F)(F)(F)F.CN1C(=NC=C1)C=1N(C=CN1)C.F[P-](F)(F)(F)(F)F.F[P-](F)(F)(F)(F)F (1,1'-dimethyl-2,2'-biimidazole) hexafluorophosphate iridium